C(C)(C)(C)NC(=O)C1=CC=C(C=C1)NC([C@H](CC1=CC=CC=C1)NC(OC(C)(C)C)=O)=O tert-butyl (S)-1-(4-(tert-butylcarbamoyl) phenylamino)-1-oxo-3-phenylpropan-2-ylcarbamate